6-oxohexyl decanoate C(CCCCCCCCC)(=O)OCCCCCC=O